C(C)(C)(C)C=1C(C(=CC(C1)CC1=CC=C(C=C1)Cl)C(C)(C)C)=O 2,6-di-tert-butyl-4-(4-chlorobenzyl)cyclohexa-2,5-dien-1-one